4-((7-chloroisoquinolin-1-yl)amino)-N-(2-(pyridin-3-yl)-2-(pyrrolidin-1-yl)ethyl)picolinamide ClC1=CC=C2C=CN=C(C2=C1)NC1=CC(=NC=C1)C(=O)NCC(N1CCCC1)C=1C=NC=CC1